C[C@@H]1NC2=CC=C3C(=C2CC1)N=C(N3CCNCC=3C=NC=CC3)CCN3N=CC=C3 (7S)-7-Methyl-2-[2-(1H-pyrazol-1-yl)ethyl]-3-(2-{[(pyridin-3-yl)methyl]amino}ethyl)-3H,6H,7H,8H,9H-imidazo[4,5-f]chinolin